C(C)(C)C=1C=CC(=C(C1)NC(=O)NC(C)CCC1=CC=C(C=C1)OC)C 1-(5-isopropyl-2-methylphenyl)-3-(4-(4-methoxyphenyl)butan-2-yl)urea